[N+](=O)(OCC(CN1C(C2=CC=3C(N(C(C3C=C2C1=O)=O)C(C)C(C)O[N+](=O)[O-])=O)=O)O[N+](=O)[O-])[O-] 3-(6-(3-(Nitrooxy)butan-2-yl)-1,3,5,7-tetraoxo-3,5,6,7-tetrahydropyrrolo[3,4-f]isoindol-2(1H)-yl)propane-1,2-diyl dinitrate